C(C(C)C)[N-]CC(C)C N,N-diisobutylamide